4-hydroxy-N,N-di(trideuteromethyl)tryptamine-4-glutarate OC1(C=CC=C2N=CC(CCN(C([2H])([2H])[2H])C([2H])([2H])[2H])=C12)C(CCC(=O)[O-])C(=O)[O-]